NC(C(=O)N)C(=O)N aminomalonamide